1-(cyclopropylmethyl)-N-((5-(1-methyl-1H-pyrrolo[2,3-b]pyridin-4-yl)-2,3-dihydro-1H-inden-4-yl)carbamoyl)-1H-pyrazole-4-sulfonamide C1(CC1)CN1N=CC(=C1)S(=O)(=O)NC(NC1=C2CCCC2=CC=C1C1=C2C(=NC=C1)N(C=C2)C)=O